piperidine-3-carboxylic acid [3-(3-chloro-phenyl)-oxetan-3-yl]-amide ClC=1C=C(C=CC1)C1(COC1)NC(=O)C1CNCCC1